FC1=C(C(=O)N(C)C)C=CC(=C1)C=1C=NC(=NC1)NC1=CC2=C(OC[C@H]3N2C(CC3)=O)N=C1 (S)-2-fluoro-N,N-dimethyl-4-(2-((9-oxo-6a,7,8,9-tetra-hydro-6H-pyrido[2,3-b]pyrrolo[1,2-d][1,4]-oxazin-2-yl)amino)-pyrimidin-5-yl)benzamide